C(C)OC1=CC=C(C=N1)S(=O)(=O)N1CCC2(CC(CO2)NC[C@@H](COC=2C=C(C=CC2)S(=O)(=O)NC)O)CC1 3-((2S)-3-(8-(6-ethoxypyridin-3-ylsulfonyl)-1-oxa-8-azaspiro[4.5]decan-3-ylamino)-2-hydroxypropoxy)-N-methylbenzenesulfonamide